(E)-(3-(3-(naphthalen-2-yl)-1-phenyl-1H-pyrazol-4-yl)acryloyl)-L-tryptophan C1=C(C=CC2=CC=CC=C12)C1=NN(C=C1/C=C/C(=O)N[C@@H](CC1=CNC2=CC=CC=C12)C(=O)O)C1=CC=CC=C1